C(C)(C)(C)OC(=O)N1CC=2C=C(C(=NC2CC1)C(=O)O)F 6-(tert-butoxycarbonyl)-3-fluoro-5,6,7,8-tetrahydro-1,6-naphthyridine-2-carboxylic acid